1-((4-fluorophenyl)sulfonyl-amino)heptane-4-sulfonyl fluoride FC1=CC=C(C=C1)S(=O)(=O)NCCCC(CCC)S(=O)(=O)F